5-((2-(azetidin-1-ylmethyl)-6-fluorobenzyl)amino)-N-(2,4-dimethoxybenzyl)-N-(6-fluoropyridin-2-yl)-4-methylpyridine-2-sulfonamide N1(CCC1)CC1=C(CNC=2C(=CC(=NC2)S(=O)(=O)N(C2=NC(=CC=C2)F)CC2=C(C=C(C=C2)OC)OC)C)C(=CC=C1)F